N-adenosyl-L-methionine [C@@H]1([C@H](O)[C@H](O)[C@@H](CN[C@@H](CCSC)C(=O)O)O1)N1C=NC=2C(N)=NC=NC12